CC1(CCN(CC1)S(=O)(=O)C)NC(OC(C)(C)C)=O Tert-butyl (4-methyl-1-(methylsulfonyl)piperidin-4-yl)carbamate